CN1C[C@H](CC1=O)OC(=O)N1CCN(CC1)C1=NC=2N(C=C1O)N=CC2C=2C(=NC=CC2)OC2CC2 [(3S)-1-methyl-5-oxo-pyrrolidin-3-yl]4-[3-[2-(cyclopropoxy)-3-pyridyl]-6-hydroxy-pyrazolo[1,5-a]pyrimidin-5-yl]piperazine-1-carboxylate